C(C)(C)(C)OC(CC)[Li] 1-(t-butoxy)propyl-lithium